2-((2-chloro-4-((4-nitrophenethyl)amino)quinolin-6-yl)oxy)acetamide ClC1=NC2=CC=C(C=C2C(=C1)NCCC1=CC=C(C=C1)[N+](=O)[O-])OCC(=O)N